(7S,9aR)-3-((3,5-difluoro-4-((2-(trifluoromethyl)pyridin-4-yl)oxy)benzyl)oxy)-6,7,8,9-tetrahydro-1H,10H-7,9a-methanopyrido[1',2':3,4]imidazo[1,2-c]pyrimidin-1-one FC=1C=C(COC=2C=C3N(C(N2)=O)C[C@@]24N3C[C@@H](CC2)C4)C=C(C1OC1=CC(=NC=C1)C(F)(F)F)F